C(CCCCCCCCC)N(C(CCCCN(CCCCN(CCCCCCC(C(=O)O)(CCCCCCCC)CCCCCC)CCCCCCC(C(=O)O)(CCCCCCCC)CCCCCC)C)=O)CCCCCCCCCC.ClC=1C=C(\C=N\NC(CN2N=NC(=C2)C2=CC=CC=C2)=O)C=CC1 (E)-N'-(3-chlorobenzylidene)-2-(4-phenyl-1H-1,2,3-triazol-1-yl)acethydrazide ((4-((5-(didecylamino)-5-oxopentyl)(methyl)amino)butyl)azanediyl)bis(hexane-6,1-diyl)bis(2-hexyldecanoate)